methyl (2-(4-((4-fluoro-3-methylphenyl)carbamoyl)-1,3,5-trimethyl-1H-pyrrol-2-yl)-2-oxoacetyl)-L-allothreoninate FC1=C(C=C(C=C1)NC(=O)C=1C(=C(N(C1C)C)C(C(=O)N[C@@H]([C@@H](O)C)C(=O)OC)=O)C)C